ClC1=CC=C2C(=CNC2=C1N1N=CC=N1)S(=O)(=O)NC1=NC=C(C(=N1)OC)CC(F)F 6-chloro-N-[5-(2,2-difluoroethyl)-4-methoxy-pyrimidin-2-yl]-7-(triazol-2-yl)-1H-indole-3-sulfonamide